dioleylphosphate-ethanolamine C(O)CN.C(CCCCCCC\C=C/CCCCCCCC)OP(=O)(OCCCCCCCC\C=C/CCCCCCCC)O